FC1=C(C(=CC=C1)F)[C@H]1CC(=NO1)C=1N=C(SC1)C1CCN(CC1)C(CN1N=C(C=C1C)C(F)(F)F)=O 1-(4-[4-[(5R)-5-(2,6-difluorophenyl)-4,5-dihydro-1,2-oxazol-3-yl]-1,3-thiazol-2-yl]piperidin-1-yl)-2-[5-methyl-3-(trifluoromethyl)-1H-pyrazol-1-yl]ethanone